O1CCN(CC1)CCC1NC2=C(C=C(C=C2C1)S(=O)(=O)NC(C1=CC=CC=C1)=O)[N+](=O)[O-] N-((2-(2-morpholinoethyl)-7-nitroindolin-5-yl)sulfonyl)benzamide